CC1=C(C=CC=C1C(F)(F)F)C=1CCCC2=C(C1C1=CC=C(C=C1)CC1CN(C1)CCC(F)(F)F)C=CC=C2 8-(2-Methyl-3-(trifluoromethyl)phenyl)-9-(4-((1-(3,3,3-trifluoropropyl)azetidin-3-yl)methyl)phenyl)-6,7-dihydro-5H-benzo[7]annulen